1-triethoxysilyl-8-bis(triethoxysilylpropylamino)methylsilyl-octane C(C)O[Si](CCCCCCCC[SiH2]C(NCCC[Si](OCC)(OCC)OCC)NCCC[Si](OCC)(OCC)OCC)(OCC)OCC